di[2-(4-t-butylbenzoyloxy)ethyl]-N-methylammonium monomethylsulfate COS(=O)(=O)[O-].C(C)(C)(C)C1=CC=C(C(=O)OCC[NH+](C)CCOC(C2=CC=C(C=C2)C(C)(C)C)=O)C=C1